BrC=1C=C(C=CC1F)N(C(CC(=O)O)=O)C1=C(C=CC=C1)C(C)C 3-((3-bromo-4-fluorophenyl)(2-isopropylphenyl)amino)-3-oxopropanoic acid